(2S,3S,4R,5R)-3,4-dihydroxyl-N-(methyl-d3)-5-(6-((methyl-d3)amino)-2-(5-(morpholinomethyl)pyridin-3-yl)-9H-purin-9-yl)tetrahydrofuran-2-carboxamide O[C@@H]1[C@H](O[C@H]([C@@H]1O)N1C2=NC(=NC(=C2N=C1)NC([2H])([2H])[2H])C=1C=NC=C(C1)CN1CCOCC1)C(=O)NC([2H])([2H])[2H]